FC(C(=O)O)(F)F.COC1=CC=2C3=C(C=NC2C=C1OCCCN1CCCC1)CCC3 1-[3-({8-methoxy-1H,2H,3H-cyclopenta[c]quinolin-7-yl}oxy)propyl]pyrrolidine trifluoroacetate